N-methylpyridine-2-carboxamide 4-methylBenzenesulfonate CC1=CC=C(C=C1)S(=O)(=O)O.CNC(=O)C1=NC=CC=C1